COC1=CC=C(COCC(COC(C=CC(C(CCCC)CCCC)CCCC)=O)(COC(CCCCCCC)=O)COC(CCCCCCC)=O)C=C1 3-((4-Methoxybenzyl)oxy)-2,2-bis((octanoyloxy)methyl)propyl-4,5-dibutylnon-2-enoate